4-(2-(4-(5-chloro-2-(4-(trifluoromethyl)-1H-1,2,3-triazol-1-yl)phenyl)-5-methoxy-2-oxo-pyridin-1(2H)-yl)-2-fluoroacetamido)-2-fluorobenzoic acid ClC=1C=CC(=C(C1)C1=CC(N(C=C1OC)C(C(=O)NC1=CC(=C(C(=O)O)C=C1)F)F)=O)N1N=NC(=C1)C(F)(F)F